8-methoxy-9-(5-oxo-4,5-dihydro-1,3,4-oxadiazol-2-yl)-1-(2,2,2-trifluoroethyl)-5,6-dihydropyrrolo[2,1-a]isoquinoline-3-carboxylic acid COC=1C=C2CCN3C(C2=CC1C=1OC(NN1)=O)=C(C=C3C(=O)O)CC(F)(F)F